ClC1=NC=C(C(=N1)C=1C=C2C(=NC1)CN(C2=O)[C@@H](C(=O)O)C)Cl (R)-2-(3-(2,5-dichloropyrimidin-4-yl)-5-oxo-5,7-dihydro-6H-pyrrolo[3,4-b]pyridin-6-yl)propanoic acid